C(CCCCCCCCCCCCCCC)OC(CCCCCCC\C=C/CCCCCCCC)=O Cetyloleat